tert-butyl N-tert-butoxycarbonyl-N-[2-nitro-4-(p-tolyl)phenyl]carbamate C(C)(C)(C)OC(=O)N(C(OC(C)(C)C)=O)C1=C(C=C(C=C1)C1=CC=C(C=C1)C)[N+](=O)[O-]